FC1(CC2(C1)CC(NCC2)C2=CC=C(C=C2)C2(COC2)O)F 3-(4-(2,2-difluoro-7-azaspiro[3.5]non-6-yl)phenyl)oxetan-3-ol